CN[C@@H](C(C)C)C(=O)O N-Methylvalin